ClC=1C=C(C=CC1CC(C)C)C1=NC(=NO1)C1=CC=C(CN2CCC(CC2)(C(=O)O)CC2CC2)C=C1 1-{4-[5-(3-Chloro-4-isobutyl-phenyl)-[1,2,4]-oxadiazol-3-yl]-benzyl}-4-cyclopropylmethyl-piperidine-4-carboxylic acid